C(C)N(C(=O)C1CC1)C=1C(=C(C(=O)N)C=CC1)C 3-(N-ethylcyclopropanecarboxamido)-2-methylbenzamide